N-(((2S,5S)-5-(4-Chlorobenzyl)-4-(4-(1,5-dimethyl-1H-pyrazol-3-yl)cyclohexyl)morpholin-2-yl)methyl)-2H-1,2,3-triazole-4-carboxamid ClC1=CC=C(C[C@H]2CO[C@H](CN2C2CCC(CC2)C2=NN(C(=C2)C)C)CNC(=O)C2=NNN=C2)C=C1